FC(C(=O)NC1CCN(CC1)C1=CC2=C(N=C(N=C2)NC=2C=NN(C2)CCO)N(C1=O)C)=C 2-fluoro-N-[1-[2-[[1-(2-hydroxyethyl)pyrazol-4-yl]amino]-8-methyl-7-oxo-pyrido[2,3-d]pyrimidin-6-yl]-4-piperidyl]prop-2-enamide